2-Chloro-3'-isopropyl-[1,1'-biphenyl]-4-carbaldehyde ClC1=C(C=CC(=C1)C=O)C1=CC(=CC=C1)C(C)C